FC(C=1C=NC(=NC1)N1CCC(C=C1)C(=O)N)(F)F 1-(5-(trifluoromethyl)pyrimidin-2-yl)-1,2,3,4-tetrahydropyridine-4-carboxamide